N[C@]1(CN(CC1)C1=C(C(=CC(=C1)Cl)CC)CN1C2=NC=NC(=C2N=C1)N)C(=O)NC(C)C (R)-3-amino-1-(2-((6-amino-9H-purin-9-yl)methyl)-5-chloro-3-ethylphenyl)-N-isopropylpyrrolidine-3-carboxamide